CN1C(CNCC1)C=1C=C(C(=O)OC)C=CC1 methyl 3-(1-methylpiperazin-2-yl)benzoate